CC(CCOC(CC)=O)C 3-Methylbutyl-propionate